ClC=1C=CC(=C(C(=O)N[C@@H](C[C@H]2C(N[C@@H](C2)C)=O)C(C(=O)NC2CC2)=O)C1)NC(=O)[C@@H]1C(C1)(F)F 5-chloro-N-((S)-4-(cyclopropylamino)-1-((3S,5R)-5-methyl-2-oxopyrrolidin-3-yl)-3,4-dioxobutan-2-yl)-2-((R)-2,2-difluorocyclopropane-1-carboxamido)benzamide